FC1=CC2=C(C(COC2)=O)C=C1 7-fluoro-1,3-dihydro-2-benzopyran-4-one